CN(C)CC1CN(CCC1)C(=O)C1=C(C=C(C=C1)NC=1C=2N(C=CN1)C(=CN2)C2=CC(=C(C=C2)OC)F)C [3-[(dimethylamino)methyl]piperidin-1-yl]-[4-[[3-(3-fluoro-4-methoxyphenyl)imidazo[1,2-a]pyrazin-8-yl]amino]-2-methylphenyl]methanone